3-(5-(4-((methyl(propyl)amino)methyl)pyridin-2-yl)-1-oxoisoindolin-2-yl)piperidine CN(CCC)CC1=CC(=NC=C1)C=1C=C2CN(C(C2=CC1)=O)C1CNCCC1